ClC1=C(NC2=CC=C(C(=C12)Cl)F)C(=O)N1CCN(CC1)C(C)=O 1-(4-(3,4-dichloro-5-fluoro-1H-indole-2-carbonyl)piperazin-1-yl)ethan-1-one